2-methyl-9,12-dioxo-13-{2-[(1-oxohexadecyl) oxy] ethyl}-5-oxa-2,8,13-triazapentadec-10-en-15-yl hexadecanoate C(CCCCCCCCCCCCCCC)(=O)OCCN(C(C=CC(NCCOCCN(C)C)=O)=O)CCOC(CCCCCCCCCCCCCCC)=O